2-ethoxy-6-(1-methyl-1H-benzo[d]imidazol-6-yl)-8-(piperidin-4-yl)pyrido[2,3-d]pyrimidin-7(8H)-one C(C)OC=1N=CC2=C(N1)N(C(C(=C2)C=2C=CC1=C(N(C=N1)C)C2)=O)C2CCNCC2